(S)-2-((tert-butoxycarbonyl)amino)-4-((3-methoxy-3-methylbutyl)(4-(5,6,7,8-tetrahydro-1,8-naphthyridin-2-yl)butyl)amino)butanoic acid C(C)(C)(C)OC(=O)N[C@H](C(=O)O)CCN(CCCCC1=NC=2NCCCC2C=C1)CCC(C)(C)OC